CC1=CC=CC=2[C@H](COC21)C[C@H](NC(=O)C2[C@@H]1CC[C@H](C2)O1)B(O)O [(1R)-2-[(3R)-7-methyl-2,3-dihydro-1-benzofuran-3-yl]-1-{[(1S,4R,4R)-7-oxabicyclo[2.2.1]heptan-2-yl]formamido}ethyl]boronic acid